N(=[N+]=[N-])C[C@H]1N(C2=CC=CC=C2C1)C(=O)[O-] (S)-2-(azidomethyl)indoline-1-carboxylate